NCC=1C=C(C=CC1)C1=CC(=CC=2C=COC21)C(CC(=O)O)OC2=C(C=CC=C2)CC(=O)O 3-(7-(3-(aminomethyl)phenyl)benzofuran-5-yl)-3-(2-(carboxymethyl)phenoxy)propanoic acid